O=C(C(=O)O)CCC (S)-2-oxopentanoic acid